BrC1=CN=C2C(=NC(=NN21)N(C)CCCC)N(CC2=CC=C(C=C2)OC)CC2=CC=C(C=C2)OC 7-bromo-N2-butyl-N4,N4-bis(4-methoxybenzyl)-N2-methylimidazo[2,1-f][1,2,4]triazine-2,4-diamine